2,2-Diphenyl-suberic acid C1(=CC=CC=C1)C(C(=O)O)(CCCCCC(=O)O)C1=CC=CC=C1